N-benzoyl-4-(3,1-benzoxazine-4-on-2-yl)aniline C(C1=CC=CC=C1)(=O)NC1=CC=C(C=C1)C1=NC2=C(C(O1)=O)C=CC=C2